N1C(=NC2=C1C=CC=C2)C(CO)NC(=O)C2=C(OC1=C2C=C(C=C1)OCC1=CN=C(S1)C)C N-(1-(1H-benzo[d]imidazol-2-yl)-2-hydroxyethyl)-2-methyl-5-((2-methylthiazol-5-yl)methoxy)benzofuran-3-carboxamide